tert-Butyl-(2S)-2-[4-chloro-5-fluoro-2-(4-butoxy-4,5-dihydroisoxazol-3-yl)phenoxy]propanoat C(C)(C)(C)OC([C@H](C)OC1=C(C=C(C(=C1)F)Cl)C1=NOCC1OCCCC)=O